1,2-dihydro-6-methoxy-4-methylnaphthalene COC=1C=C2C(=CCCC2=CC1)C